C(C)OC(CC=1N=C(SC1)C=1C(OC2=CC=C(C=C2C1)F)=O)=O 2-(2-(6-fluoro-2-oxo-2H-chromen-3-yl)thiazol-4-yl)acetic acid ethyl ester